Cyclopropanesulfonic acid {3-[6-amino-8-(6-iodo-benzo[1,3]dioxol-5-ylsulfanyl)-purin-9-yl]-propyl}-amide NC1=C2N=C(N(C2=NC=N1)CCCNS(=O)(=O)C1CC1)SC1=CC2=C(OCO2)C=C1I